FC1=CC=C(C=C1)C=1C(C(=CNC1C)C(=O)O)=O 5-(4-fluorophenyl)-6-methyl-4-oxo-1,4-dihydropyridine-3-carboxylic acid